(1R,2S,5S)-N-(2-amino-2-oxo-1-phthalazin-1-yl-ethyl)-3-[(2S)-2-(cyclopropanecarbonylamino)-3,3-dimethyl-butanoyl]-6,6-dimethyl-3-azabicyclo[3.1.0]hexane-2-carboxamide NC(C(C1=NN=CC2=CC=CC=C12)NC(=O)[C@@H]1[C@H]2C([C@H]2CN1C([C@H](C(C)(C)C)NC(=O)C1CC1)=O)(C)C)=O